((2R,4S)-1-(2-(diethoxyphosphoryl)ethyl)-4-phenylpiperidine-2-carbonyl)-L-alanine C(C)OP(=O)(OCC)CCN1[C@H](C[C@H](CC1)C1=CC=CC=C1)C(=O)N[C@@H](C)C(=O)O